1-(4-amino-3-((4-fluorophenyl)ethynyl)phenyl)-3-(2-(pyridin-3-yl)ethyl)urea NC1=C(C=C(C=C1)NC(=O)NCCC=1C=NC=CC1)C#CC1=CC=C(C=C1)F